N,N,N',N',N''-pentakis-phenoxymethyl-[1,3,5]triazine-2,4,6-triamine O(C1=CC=CC=C1)CN(C1=NC(=NC(=N1)N(COC1=CC=CC=C1)COC1=CC=CC=C1)NCOC1=CC=CC=C1)COC1=CC=CC=C1